6-[[(2R,3S,4S,5S)-3-(3,4-difluoro-2-methoxy-phenyl)-4,5-dimethyl-5-(trifluoromethyl)tetrahydrofuran-2-carbonyl]amino]pyrimidine-4-carboxamide FC=1C(=C(C=CC1F)[C@H]1[C@@H](O[C@@]([C@H]1C)(C(F)(F)F)C)C(=O)NC1=CC(=NC=N1)C(=O)N)OC